FC1=C(C(=CC=2CCC(CC12)NCC(C(C)C)F)O)N1CC(NS1(=O)=O)=O 5-{1-fluoro-7-[(2-fluoro-3-methylbutyl)amino]-3-hydroxy-5,6,7,8-tetrahydronaphthalen-2-yl}-1λ6,2,5-thiadiazolidine-1,1,3-trione